1-(4-(2,6-dioxopiperidin-3-yl)-3,5-difluorophenyl)azetidin-3-yl isopentylcarbamate C(CC(C)C)NC(OC1CN(C1)C1=CC(=C(C(=C1)F)C1C(NC(CC1)=O)=O)F)=O